2,3,6-tri-O-methyl-galactitol CO[C@@H](CO)[C@@H](OC)[C@@H](O)[C@H](O)COC